2-methyl-2-(2-((2-methylpropyl)sulphonylamino)thiazol-4-yl)-N-(4-(pyridin-3-yl)phenyl)propanamide CC(C(=O)NC1=CC=C(C=C1)C=1C=NC=CC1)(C)C=1N=C(SC1)NS(=O)(=O)CC(C)C